NC1=NC=NC=2N(C3=C(C=C(C=C3C21)OC)OC)CC(=O)OCCCC butyl 2-(4-amino-6,8-dimethoxy-9H-pyrimido[4,5-b]indol-9-yl)acetate